bis(4H-benzo[d][1,3]dioxin-6-yl)methanol O1COCC2=C1C=CC(=C2)C(O)C2=CC1=C(OCOC1)C=C2